CC=1C=C(C=CC1O)C(CCC(C1=CC(=C(C=C1)O)C)C1=CC(=C(C=C1)O)C)C1=CC(=C(C=C1)O)C 1,1,4,4-tetrakis(3-methyl-4-hydroxyphenyl)butane